Bis((3R,5aS,6R,8aS,9R,10S,12R,12aR)-3,6,9-trimethyldecahydro-12H-3,12-epoxy[1,2]dioxepino[4,3-i]isochromen-10-yl) 3,3'-(adipoylbis(azanediyl))dipropionate C(CCCCC(=O)NCCC(=O)O[C@@H]1O[C@H]2[C@@]34[C@H]([C@@H](CC[C@H]3[C@H]1C)C)CC[C@@](OO4)(O2)C)(=O)NCCC(=O)O[C@@H]2O[C@H]4[C@@]13[C@H]([C@@H](CC[C@H]1[C@H]2C)C)CC[C@@](OO3)(O4)C